(4-{5-[5-fluoro-6-(2-methoxy-ethoxy)-1H-indazol-3-yl]-isoxazol-3-yl}-phenyl)-[1,4]oxazepan-4-yl-methanone FC=1C=C2C(=NNC2=CC1OCCOC)C1=CC(=NO1)C1=CC=C(C=C1)C(=O)N1CCOCCC1